ethane-1,2-diylbis(oxy)diethanamine C(COCCN)OCCN